diazodimethylformamide [N+](=[N-])=CN(C=O)C